sulfur diethylamine trifluoride [F-].[F-].[F-].C(C)NCC.[S+3]